(E)-3-(t-butoxycarbonyl)(isopropyl)amino-2-(4-chlorophenyl)acrylic acid C(C)(C)(C)OC(=O)\C(=C(/C(=O)O)\C1=CC=C(C=C1)Cl)\NC(C)C